N1=CC=C(C=C1)C(CC)CC 3-(4-pyridyl)pentane